O1S(OCC1)(=O)=O 1,3,2-dioxathiolane 2,2-Dioxide